silver-copper-selenium [Se].[Cu].[Ag]